COC1=CC=C(CN(S(=O)(=O)C2=CN(C=C2)C2=CC(=C(C(=C2)F)C=2N=C3N(C=CC(=C3)C)C2C[C@H]2CN(CCO2)C(=O)OC)F)CC2=CC=C(C=C2)OC)C=C1 methyl (S)-2-((2-(4-(3-(N,N-bis(4-methoxybenzyl)sulfamoyl)-1H-pyrrol-1-yl)-2,6-difluorophenyl)-7-methylimidazo[1,2-a]pyridin-3-yl)methyl)morpholine-4-carboxylate